C1(CC1)[C@H](CNC(=O)C1=NN(C(N1)=O)C)CC1=C(C=C(C=C1)F)F N-[(2R)-2-cyclopropyl-3-(2,4-difluorophenyl)propyl]-1-methyl-5-oxo-4H-1,2,4-triazole-3-carboxamide